[K+].C(CCCCC)(=O)[O-] hexanoic acid potassium salt